diphenoxyphosphaphenanthrene O(C1=CC=CC=C1)C=1C(=PC=2C=CC3=CC=CC=C3C2C1)OC1=CC=CC=C1